ClC1=NC=C(C(=N1)OC)C1=CC=C(C(=O)N2[C@@H](CC[C@@H]2C2=C(C=CC=C2)Cl)C(=O)O)C=C1 (2S,5R)-1-(4-(2-chloro-4-methoxypyrimidin-5-yl)benzoyl)-5-(2-chlorophenyl)pyrrolidine-2-carboxylic acid